CC1=C(C=NC=N1)C(=O)O 6-methylpyrimidine-5-carboxylic acid